1-[(1-tert-butoxycarbonylazetidin-3-yl)methyl]-1-(2-tert-butoxy-2-oxo-ethyl)piperidin-1-ium-4-carboxylate C(C)(C)(C)OC(=O)N1CC(C1)C[N+]1(CCC(CC1)C(=O)[O-])CC(=O)OC(C)(C)C